ClC1=C(C(=O)NC(C(=O)O)CCN(CCCCC2=NC=3NCCCC3C=C2)C2(CC2)CO)C=CC=C1F 2-[(2-chloro-3-fluoro-benzoyl)amino]-4-[[1-(hydroxymethyl)cyclopropyl]-[4-(5,6,7,8-tetrahydro-1,8-naphthyridin-2-yl)butyl]amino]butanoic acid